COC([C@@H](N)C[SeH])=O L-selenocysteine methyl ester